CS(=O)(=O)OCCCOCCOC1=C(C=C(C=C1Br)C=O)Br 3-(2-(2,6-dibromo-4-formylphenoxy) ethoxy)propyl methanesulfonate